CN1N=CC(=C1)C=1N=C(C=2N(C1)N=CC2)C=2CCN(CC2)C(=O)OC(C)(C)C tert-butyl 4-[6-(1-methylpyrazol-4-yl)pyrazolo[1,5-a]pyrazin-4-yl]-3,6-dihydro-2H-pyridine-1-carboxylate